methyl phenyl chlorophosphonate ClP(OC)(OC1=CC=CC=C1)=O